methyl 3-((2-hydroxy-5-(trifluoromethyl)phenyl)carbamoyl)bicyclo[1.1.1]pentane-1-carboxylate OC1=C(C=C(C=C1)C(F)(F)F)NC(=O)C12CC(C1)(C2)C(=O)OC